OCC1C(CCC1)CO 1,2-bis(hydroxy-methyl)cyclopentane